2-amino-5-bromo-N-(2-(3-hydroxy-3-methylbut-1-ynyl)pyridin-4-yl)nicotinamide NC1=C(C(=O)NC2=CC(=NC=C2)C#CC(C)(C)O)C=C(C=N1)Br